7-fluoro-1-methyl-2-oxo-4-{4-[4-(trifluoromethoxy)phenoxy]piperidin-1-yl}-1,2-dihydroquinoline-3-carboxamide FC1=CC=C2C(=C(C(N(C2=C1)C)=O)C(=O)N)N1CCC(CC1)OC1=CC=C(C=C1)OC(F)(F)F